(S)-7-((2H-indazol-3-yl)methyl)-4-(cyclopropylethynyl)-6-fluoro-4-(trifluoromethyl)-3,4-dihydroquinazolin-2(1H)-one N=1NC(=C2C=CC=CC12)CC1=C(C=C2[C@](NC(NC2=C1)=O)(C(F)(F)F)C#CC1CC1)F